NC1=C(C(=NN1C(C)C)C1=C(C(=C(C=C1)CC(=O)O)F)F)C#N [4-(5-Amino-4-cyano-1-isopropylpyrazol-3-yl)-2,3-difluorophenyl]acetic acid